4-((3-bromo-2-chlorophenyl)amino)-2-(difluoromethyl)pyrido[3,2-d]Pyrimidine-7-carbaldehyde BrC=1C(=C(C=CC1)NC=1C2=C(N=C(N1)C(F)F)C=C(C=N2)C=O)Cl